6-cyclopropaneamido-4-{[4-(1-cyclopropyl-1H-pyrazol-4-yl)-3-methoxypyridin-2-yl]amino}-N-(2H3)methylpyridazine-3-carboxamide C1(CC1)C(=O)NC1=CC(=C(N=N1)C(=O)NC([2H])([2H])[2H])NC1=NC=CC(=C1OC)C=1C=NN(C1)C1CC1